Ethyl 2-(1-(1,3-dioxan-2-yl)-5,5-difluoro-7-(triisopropylsilyl)hept-6-yn-3-yl)cyclohex-1-ene-1-carboxylate O1C(OCCC1)CCC(CC(C#C[Si](C(C)C)(C(C)C)C(C)C)(F)F)C1=C(CCCC1)C(=O)OCC